(2-(2-oxo-2,3-dihydro-1H-benzo[d]imidazol-1-yl)ethyl)-2-(4-(trifluoromethyl)phenyl)acetamide O=C1NC2=C(N1CCC(C(=O)N)C1=CC=C(C=C1)C(F)(F)F)C=CC=C2